3-(azidomethyl)methyl-oxetane N(=[N+]=[N-])CC1C(OC1)C